3-[4-(5-aminopent-1-yn-1-yl)-1-oxo-3H-isoindol-2-yl]piperidine-2,6-dione trifluoroacetate FC(C(=O)O)(F)F.NCCCC#CC1=C2CN(C(C2=CC=C1)=O)C1C(NC(CC1)=O)=O